1-(4-chlorophenyl)-5-cyano-4-oxo-cinnoline-3-carboxylic acid ClC1=CC=C(C=C1)N1N=C(C(C2=C(C=CC=C12)C#N)=O)C(=O)O